9,9-Bis(4-hydroxyphenyl)fluoren OC1=CC=C(C=C1)C1(C2=CC=CC=C2C=2C=CC=CC12)C1=CC=C(C=C1)O